rac-4'-chloro-N-{[4-(1-methyl-1H-pyrazol-5-yl)-2,5-dioxoimidazolidin-4-yl]methyl}[biphenyl]-2-carboxamide ClC1=CC=C(C=C1)C=1C(=CC=CC1)C(=O)NC[C@@]1(NC(NC1=O)=O)C1=CC=NN1C |r|